FC(C1(CC1)C#CC=1C=C(C=C(C1)F)C1=NN=C2N1C1=CC=C(C=C1C(=N2)NCC)F)F (3-((1-(difluoromethyl)cyclopropyl)ethynyl)-5-fluorophenyl)-N-ethyl-7-fluoro-[1,2,4]triazolo[4,3-a]quinazolin-5-amine